ClC=1C2=C(SC1C(=O)Cl)C=C(C=C2)F 3-chloro-6-fluorobenzo[b]thiophene-2-carbonyl chloride